tert-butyl (2R,3S,4S)-4-[(tert-butoxycarbonyl)oxy]-2-[(4-methoxyphenyl)methyl]-3-{[2-(1,2,4-triazol-4-yl)acetyl]oxy}pyrrolidine-1-carboxylate C(C)(C)(C)OC(=O)O[C@@H]1[C@H]([C@H](N(C1)C(=O)OC(C)(C)C)CC1=CC=C(C=C1)OC)OC(CN1C=NN=C1)=O